BrC1=CC(=CC=2CN(CCOC21)C(=O)OC(C)(C)C)F tert-Butyl 9-bromo-7-fluoro-3,5-dihydro-2H-1,4-benzoxazepine-4-carboxylate